O=C1CC=CC2=CC3=CC4=CC=CC=C4C=C3C=C12 mono-ketotetracene